5-bromo-3-cyano-N-(1-(methylsulfonyl)piperidin-4-yl)picolinamide tantalum strontium bismuth [Bi].[Sr].[Ta].BrC=1C=C(C(=NC1)C(=O)NC1CCN(CC1)S(=O)(=O)C)C#N